3-[3-(2-methoxyphenyl)-1H-pyrrolo[2,3-b]pyridin-6-yl]-1-[2-(4-methylpiperazin-1-yl)ethyl]urea COC1=C(C=CC=C1)C1=CNC2=NC(=CC=C21)NC(NCCN2CCN(CC2)C)=O